F[C@@](C)(O)C1=CC=CC=C1 (R)-α-fluorophenylethanol